acetone oxime p-methoxybenzoate COC1=CC=C(C(=O)O)C=C1.CC(C)=NO